FC1=C(C=CC(=C1)F)C1=NN=CS1 5-(2,4-difluorophenyl)-1,3,4-thiadiazole